BrC1=CC2=CN(N=C2C=C1OC)C1CCC(CC1)CO (4-(5-Bromo-6-methoxy-2H-indazol-2-yl)cyclohexyl)methanol